tert-Butyl (s)-7-((methylsulfonyl)oxy)-5-oxa-2-azaspiro[3.4]octane-2-carboxylate CS(=O)(=O)O[C@@H]1COC2(CN(C2)C(=O)OC(C)(C)C)C1